C(CCCCCCC)OC(CCC(=O)OCC(COC(=O)C1CCN(CC1)CC1CC1)COC(CCCCCCC\C=C/C\C=C/CCCCC)=O)OCCCCCCCC 3-((4,4-bis(octyloxy)butanoyl)oxy)-2-(((9Z,12Z)-octadeca-9,12-dienoyloxy)methyl)propyl-1-(cyclopropylmethyl)piperidine-4-carboxylate